BrC1=CC2=C(N=C(N=C2)S(=O)C)N2C1=NN=C2 6-bromo-2-(methylsulfinyl)-[1,2,4]triazolo[4',3':1,6]pyrido[2,3-d]pyrimidine